C(C=C)C1(CN(C1)C(=O)OC(C)(C)C)C#N tert-butyl 3-allyl-3-cyano-azetidine-1-carboxylate